C(CCCCCCCCCCC)SC(=S)SC(C(=O)O)(C)C dodecylthiocarbonothioylthio-2-methylpropionic acid